FC1=C(C=C2C=CN(C(C2=C1)=O)CCC[C@H](C=O)NC=1C=NN(C(C1C(F)(F)F)=O)COCC[Si](C)(C)C)C1=NC=C(C=N1)C(F)(F)F (2R)-5-[7-fluoro-1-oxo-6-[5-(trifluoromethyl)pyrimidin-2-yl]-2-isoquinolyl]-2-[[6-oxo-5-(trifluoromethyl)-1-(2-trimethylsilylethoxymethyl)pyridazin-4-yl]amino]pentanal